O[C@H]1[C@@H](O)[C@@H](O)[C@H](O)[C@H](O1)CO β-mannose